C(CCCC(CC)O)O heptane-1,5-diol